C(CCC)OC=1OC2=CC=CC=C2C(C1C1=CC=C(C=C1)OC)=O butoxy-3-(4-methoxyphenyl)-4H-chromen-4-one